(E,E)-10,12-Tetradecadien-1-ol (E,E)-10,12-Tetradecadienylacetate C(CCCCCCCC\C=C\C=C\C)CC(=O)OCCCCCCCCC\C=C\C=C\C